1,1,1,3,3,3-hexafluoropropan-2-yl (R)-1-(thiazol-2-ylcarbamoyl)-6-azaspiro[2.5]octane-6-carboxylate S1C(=NC=C1)NC(=O)[C@@H]1CC12CCN(CC2)C(=O)OC(C(F)(F)F)C(F)(F)F